ClC=1C=C2C(C(NC3(COC3)C2=CC1)=O)(C)CCO 6-chloro-4-(2-hydroxyethyl)-4-methyl-2H-spiro[isoquinoline-1,3'-oxetan]-3(4H)-one